C(C)N(C(=O)NC(C(F)(F)F)CC1OCCC1)[C@H](C(F)(F)F)C1=NC=C(C(=C1)C=1N=C(C=2N(C1)C=C(N2)C)OC)OC 1-ethyl-1-((S)-2,2,2-trifluoro-1-(5-methoxy-4-(8-methoxy-2-methylimidazo[1,2-a]pyrazin-6-yl)pyridin-2-yl)ethyl)-3-(1,1,1-trifluoro-3-(tetrahydrofuran-2-yl)propan-2-yl)urea